C(C1=CC=CC=C1)SC1=CC=C2C(=N1)CCN2C(=O)C=2C=C(C=CC2)N2CCN(CC2)C(=O)OC(C)(C)C tert-butyl 4-(3-(5-(benzylthio)-2,3-dihydro-1H-pyrrolo[3,2-b]pyridine-1-carbonyl)phenyl)piperazine-1-carboxylate